FC(C(=O)OC)(C(=O)C=1SC=C(C1)C1=CNC2=C(C=CC=C12)F)F methyl 2,2-difluoro-3-(4-(7-fluoro-1H-indol-3-yl) thiophen-2-yl)-3-oxopropanoate